C1(CCCCC1)CN1N=CC=2C1=NC(=NC2NC=2N=CN(C2)C2=CC(=C(C(=C2)OC)OC)OC)N2CC(C2)F 1-(cyclohexylmethyl)-6-(3-fluoroazetidin-1-yl)-N-(1-(3,4,5-trimethoxyphenyl)-1H-imidazol-4-yl)-1H-pyrazolo[3,4-d]pyrimidin-4-amine